ClC1=CC=C2C(=CNC2=C1S(=O)C)S(=O)(=O)NC1=NC=C(C(=N1)OC)CC(F)F 6-chloro-N-[5-(2,2-difluoroethyl)-4-methoxy-pyrimidin-2-yl]-7-methylsulfinyl-1H-indole-3-sulfonamide